1-(5-Methylpyridin-2-yl)-2-(spiro[cyclobutane-1,1'-inden]-2'-yl)-1H-indole CC=1C=CC(=NC1)N1C(=CC2=CC=CC=C12)C=1C2(C3=CC=CC=C3C1)CCC2